8-((2-fluoroethyl)amino)-7,8,9,10-tetrahydro-5H-cyclohepta[b]naphthalene-5,11(6H)-dione FCCNC1CCC2=C(C(C=3C=CC=CC3C2=O)=O)CC1